FC=1C(=CC(=NC1)OC)C1=CC(=NN1)C(=O)N1C2(CC2)C[C@H](CC1)C(=O)N[C@@H]1CN(CC1)N1CC=NC(=C1)C (S)-4-(5-(5-fluoro-2-methoxypyridin-4-yl)-1H-pyrazole-3-carbonyl)-N-((S)-1-(6-methylpyrazin-4-yl)pyrrolidin-3-yl)-4-azaspiro[2.5]Octane-7-carboxamide